C1=CC(=CC(=C1)Cl)[N+](=O)[O-] m-chloronitrobenzene